2-((3,3-dimethyl-4-(4-(5,6,7,8-tetrahydro-1,8-naphthyridin-2-yl)butoxy)cyclopentyl)(methyl)amino)-2-((S)-4-methylisochroman-5-yl)acetic acid CC1(CC(CC1OCCCCC1=NC=2NCCCC2C=C1)N(C(C(=O)O)C1=C2[C@@H](COCC2=CC=C1)C)C)C